1-(3-(2-((1-acetylpiperidin-4-yl)amino)-5-fluoropyrimidin-4-yl)phenyl)piperidin-2-one C(C)(=O)N1CCC(CC1)NC1=NC=C(C(=N1)C=1C=C(C=CC1)N1C(CCCC1)=O)F